FC=1C=C(C=CC1C1=CNC(C=2C=CC=NC12)=O)NC([C@H](C(C1=CC=CC=C1)C1=CC=CC=C1)NC(=O)C1=CC=NN1C)=O (S)-N-(1-((3-fluoro-4-(5-oxo-5,6-dihydro-1,6-naphthyridin-8-yl)phenyl)amino)1-oxo-3,3-diphenylpropan-2-yl)-1-methyl-1H-pyrazole-5-carboxamide